(4-isobutylcyclohexyl)methyl fumarate C(\C=C\C(=O)[O-])(=O)OCC1CCC(CC1)CC(C)C